8,14-dioxa-5,10,19,20-tetraazatetracyclo[13.5.2.12,6.018,21]tricosa-1(20),2,4,6(23),15,17,21-heptaen-9-one C=12C3=CC=NC(COC(NCCCOC4=CC=C(NN1)C2=C4)=O)=C3